FC1=CC=C(C=C1)C1=C(CCC(C1)(C)C)CN1CC2CCC(C1)N2CC=2C=C1CN(C(C1=CC2)=O)C2C(NC(CC2)=O)=O 3-(5-((3-((4'-fluoro-5,5-dimethyl-3,4,5,6-tetrahydro-[1,1'-biphenyl]-2-yl)methyl)-3,8-diazabicyclo[3.2.1]octan-8-yl)methyl)-1-oxoisoindolin-2-yl)piperidine-2,6-dione